C(C)OC1=NC=CC=C1C1=CC(=C2C(=N1)C(=NN2C(C)C)C)NCC=2C(=NC=CC2)C(F)(F)F 5-(2-ethoxy-3-pyridinyl)-1-isopropyl-3-methyl-N-[[2-(trifluoromethyl)-3-pyridinyl]methyl]pyrazolo[4,3-b]pyridin-7-amine